C(CCCCCCCCC)N(CCCC(=O)OC(C)(C)C)CCCCCCCCCC Tert-butyl 4-(didecylamino)butanoate